FC=1C(=C2C(=C(NC2=C(C1)C(=O)N)C)C)C1=C(C(=NC=C1)C=C)F 5-fluoro-4-(3-fluoro-2-vinylpyridin-4-yl)-2,3-dimethyl-1H-indole-7-carboxamide